C([C@H](O)C)(=O)SCCNC(CCNC([C@@H](C(COP(OP(OC[C@@H]1[C@H]([C@H]([C@@H](O1)N1C=NC=2C(N)=NC=NC12)O)OP(=O)(O)O)(=O)O)(=O)O)(C)C)O)=O)=O D-lactoyl-CoA